N-(3-chlorophenyl)-3-{[2-(4-chlorophenyl)-imidazo[1,2-a]pyrimidin-3-yl]methyl}-3,8-diazabicyclo[3.2.1]octane-8-carboxamide ClC=1C=C(C=CC1)NC(=O)N1C2CN(CC1CC2)CC2=C(N=C1N2C=CC=N1)C1=CC=C(C=C1)Cl